1-(2,6-dichloro-4-nitrophenyl)-4-(trifluoromethyl)-1H-pyrrole-2-carboxylic acid ClC1=C(C(=CC(=C1)[N+](=O)[O-])Cl)N1C(=CC(=C1)C(F)(F)F)C(=O)O